[N-](S(=O)(=O)C(F)(F)F)S(=O)(=O)C(F)(F)F.CN1C=[N+](C=C1)CCCCCCCC 1-methyl-3-octylimidazolium bis(trifluoromethylsulfonyl)imide